OCCOC(C1=CC=C(C=C1)CO)=O.C(C=1C(O)=CC=CC1)(=O)OC methyl salicylate 2-hydroxyethyl-4-(hydroxymethyl)benzoate